N1(CCNCCC1)C=1N=C(C2=C(N1)C=CS2)NC=2C=C1C=NNC1=CC2 2-(1,4-diazacycloheptan-1-yl)-N-(1H-indazol-5-yl)thieno[3,2-d]pyrimidin-4-amine